FC1CC(C1)(C1=NC=CC=C1F)CNC1=NC=C(C=N1)C1=NC=CC(=C1)C#N 2-[2-({[3-fluoro-1-(3-fluoro(2-pyridyl))cyclobutyl]methyl}amino)pyrimidin-5-yl]pyridine-4-carbonitrile